2-methyl-6-((4-(piperazin-1-yl)-1,3,5-triazin-2-yl)-oxy)benzo[d]oxazole CC=1OC2=C(N1)C=CC(=C2)OC2=NC=NC(=N2)N2CCNCC2